(R)-5-fluoro-N-methyl-N-(2,2,2-trifluoro-1-(4-fluorophenyl)ethyl)pyridine-3-sulfonamide FC=1C=C(C=NC1)S(=O)(=O)N([C@@H](C(F)(F)F)C1=CC=C(C=C1)F)C